ClC1=CC2=C([N+](=C(N=C2SC)[CH2-])C)C=N1 (6-chloro-1-methyl-4-(methylthio)pyrido[3,4-d]pyrimidin-1-ium-2-yl)methanide